1-(3-chloro-2-piperazin-1-yl-6-quinolinyl)pyrrolidin-2-one hydrochloride Cl.ClC=1C(=NC2=CC=C(C=C2C1)N1C(CCC1)=O)N1CCNCC1